[Cl-].[Cl-].CC1(CC([Si]1(C=1C(C2=CC=CC=C2C1C1=CC=CC=C1)[Zr+2])C1C=CC=C1)(C)C)C [Tetramethylcyclopentadienylsilacyclobutyl(3-phenylindenyl)]zirconium dichloride